2-((2S,4S)-1-acryloyl-4-(8-chloro-7-(6-chloro-5-methyl-1H-indazol-4-yl)-4-(3-(dimethylamino)azetidin-1-yl)-6-fluoro-1H-imidazo[4,5-c]quinolin-1-yl)piperidin-2-yl)acetonitrile C(C=C)(=O)N1[C@@H](C[C@H](CC1)N1C=NC=2C(=NC=3C(=C(C(=CC3C21)Cl)C2=C1C=NNC1=CC(=C2C)Cl)F)N2CC(C2)N(C)C)CC#N